2,3-dimethoxy-9-nitro-7,12-dihydro-indolo[3,2-d][1]benzazepin-6(5H)-one COC=1C(=CC2=C(C3=C(CC(N2)=O)C2=CC(=CC=C2N3)[N+](=O)[O-])C1)OC